1-(4-bromothiophen-2-yl)ethan-1-amine hydrochloride Cl.BrC=1C=C(SC1)C(C)N